2,4,6-tricyclohexylbenzenesulfonyl chloride C1(CCCCC1)C1=C(C(=CC(=C1)C1CCCCC1)C1CCCCC1)S(=O)(=O)Cl